FC(CCCCC(=O)NC1=C(C=C(C=C1)NCC1=CC=C(C=C1)C(F)(F)F)N1CCCCC1)CF 6,7-Difluoro-N-(2-(piperidin-1-yl)-4-((4-(trifluoromethyl)benzyl)amino)phenyl)heptanamid